dipotassium adenosine monophosphate P(=O)([O-])([O-])OC[C@@H]1[C@H]([C@H]([C@@H](O1)N1C=NC=2C(N)=NC=NC12)O)O.[K+].[K+]